ClC1=C2C=C(N(C2=CC=C1Cl)C)C(=O)N[C@@]1(CN(CCC1)S(NC(NC)=O)(=O)=O)C=1C=C(C(=O)OCC)C=CC1 |r| (±)-ethyl 3-[3-[(4,5-dichloro-1-methyl-indole-2-carbonyl)amino]-1-(methylcarbamoyl sulfamoyl)-3-piperidyl]benzoate